ethylene glycol phthalate diacrylate C(C=C)(=O)O.C(C=C)(=O)O.C(C=1C(C(=O)O)=CC=CC1)(=O)O.C(CO)O